ClC1=C(C=C(C=C1N1C[C@H](N(CC1)C)C)C#N)NC1=NC=2N(C(=N1)NC1CC1)N=CC2C#N 2-({2-Chloro-5-cyano-3-[(3R)-3,4-dimethylpiperazin-1-yl]phenyl}amino)-4-(cyclopropylamino)pyrazolo[1,5-a][1,3,5]triazine-8-carbonitrile